(guanidine) HCL Cl.NC(=N)N